FC=1C=C2C=C(NC2=CC1F)C(=O)N(C)[C@H]1COCC=2NC(C=3C=C(C=CC3C21)F)=O (R)-5,6-difluoro-N-(8-fluoro-6-oxo-1,4,5,6-tetrahydro-2H-pyrano[3,4-c]isoquinolin-1-yl)-N-methyl-1H-indole-2-carboxamide